C(C=C)(=O)N1CC(C1)CN1C(C(N(C2=CC(=C(C=C12)Cl)C1=C(C=CC(=C1)C(F)(F)F)OC)C1=C(C=CC=C1C)C(C)C)=O)=O 1-((1-acryloylazetidin-3-yl)methyl)-7-chloro-4-(2-isopropyl-6-methylphenyl)-6-(2-methoxy-5-(trifluoromethyl)phenyl)-1,4-dihydroquinoxaline-2,3-dione